FC(OC1=C(C=C(C=C1)[C@@H]1C[C@@H](NC1)C[O-])OC(C)C)F ((2R,4S)-4-(4-(difluoromethoxy)-3-isopropoxyphenyl)pyrrolidin-2-yl)methoxide